4-amino-7-chloro-N-((5-ethynyl-4-methylpyridin-2-yl)methyl)-N-(1-methyl-1H-pyrazol-4-yl)-1,3-dihydrofuro[3,4-c]quinoline-8-carboxamide NC1=NC=2C=C(C(=CC2C2=C1COC2)C(=O)N(C=2C=NN(C2)C)CC2=NC=C(C(=C2)C)C#C)Cl